METHYLDIGLYME COCCOCCOC